ClC1=CC(=C(C=C1C(=O)OC)NCCC(=O)O)OC 3-{[4-Chloro-2-methoxy-5-(methoxycarbonyl)phenyl]amino}propanoic acid